5-Bromo-7-(1,4-dioxaspiro[4.5]dec-8-yl)imidazo[5,1-f][1,2,4]triazin-4-amine BrC=1N=C(N2N=CN=C(C21)N)C2CCC1(OCCO1)CC2